tert-Butyl-(3aR,10aS)-8-((4-fluoro-3-methylphenyl)carbamoyl)-7-methyl-3a,4,10,10a-tetrahydro-1H,7H-dipyrrolo[3,4-b:3',4'-f][1,4,5]oxathiazocin-2(3H)-carboxylat-5,5-dioxid C(C)(C)(C)C1N(C[C@@H]2NS(C=3C(OC[C@H]21)=C(N(C3)C)C(NC3=CC(=C(C=C3)F)C)=O)(=O)=O)C(=O)[O-]